FC1=C(C(=CC=C1)F)C=1C(=NC=C(C1)C)[C@@H]1CC(=NO1)N1C[C@H](CC1)NS(=O)(=O)C1(CC1)F N-[(3S)-1-{(5S)-5-[3-(2,6-difluorophenyl)-5-methylpyridin-2-yl]-4,5-dihydro-1,2-oxazol-3-yl}pyrrolidin-3-yl]-1-fluorocyclopropane-1-sulfonamide